(S)-2-(4-(6-((4-chloro-2-fluorobenzyl)oxy)pyridin-2-yl)-2,6-difluorophenoxy)-1-(oxetan-2-ylmethyl)-1H-benzo[d]imidazole-6-carboxylic acid ClC1=CC(=C(COC2=CC=CC(=N2)C2=CC(=C(OC3=NC4=C(N3C[C@H]3OCC3)C=C(C=C4)C(=O)O)C(=C2)F)F)C=C1)F